N-phenyl-carbamic acid (dibutylphenyl) ester C(CCC)C=1C(=C(C=CC1)OC(NC1=CC=CC=C1)=O)CCCC